Methyl (1R,2S,5S)-3-[(2S)-2-amino-3-ethyl-pentanoyl]-6,6-dimethyl-3-azabicyclo[3.1.0]hexane-2-carboxylate N[C@H](C(=O)N1[C@@H]([C@H]2C([C@H]2C1)(C)C)C(=O)OC)C(CC)CC